C(C)(C)(C)C=1N=C(C2=C(C(=CC=C2C1I)C1=CN=C(N1C)C)F)NC([O-])=O (tert-butyl 7-(1,2-dimethyl-1H-imidazol-5-yl)-8-fluoro-4-iodo-isoquinolin-1-yl)carbamate